(2R,3R,4R,5S)-2-methyl-1-((4-methyl-1-phenylpiperidin-4-yl)methyl)piperidine-3,4,5-triol C[C@H]1N(C[C@@H]([C@H]([C@@H]1O)O)O)CC1(CCN(CC1)C1=CC=CC=C1)C